COC(=O)C1=NC=NC(=C1C1=CC(=C(C=C1)OC)F)C1=CC(=C(C=C1)C#N)F 6-(4-cyano-3-fluorophenyl)-5-(3-fluoro-4-methoxyphenyl)pyrimidine-4-carboxylic acid Methyl ester